C(C)OC(CCN(C#N)C1=NN(C2=CC(=CC=C12)Br)C)=O 3-[(6-bromo-1-methyl-indazol-3-yl)-cyano-amino]propionic acid ethyl ester